6-methyl-5-(quinoline-3-yl)-8,9-dihydro-[1,2,4]Triazino[1,6-a]Indole-4,8-diamine CC=1C=2C(=C3N(C2CC(C1)N)N=CN=C3N)C=3C=NC1=CC=CC=C1C3